C[C@H](CN[C@@H]([C@H]1CNC2=C(N1)N=CC=C2)C2=CC=CC=C2)C=2C=C(C=CC2)C2OCC2C(=O)O [3-[(1S)-1-methyl-2-[[(R)-phenyl-[(3R)-1,2,3,4-tetrahydropyrido[2,3-b]pyrazin-3-yl]methyl]amino]ethyl]phenyl]oxetane-3-carboxylic acid